The molecule is a member of the class of hydroxyindoles that is indoxyl carrying additional chloro and bromo substituents at positions 4 and 5 respectively. It has a role as a chromogenic compound. It is a bromoindole, a member of hydroxyindoles, a chloroindole and a heteroaryl hydroxy compound. It derives from an indoxyl. C1=CC(=C(C2=C1NC=C2O)Cl)Br